CC(CCCC1=C(C=C(C=C1)OC)N1CCC(CC1)C(=O)OC)(C)C methyl 1-(2-(4,4-dimethylpentyl)-5-methoxyphenyl)piperidine-4-carboxylate